morpholino-1H-pyrazole-5-carboxamide O1CCN(CC1)N1N=CC=C1C(=O)N